C(C)S(=O)(=O)C1=C(N=C(N1C)C1=CC=CC=C1)C1=NC2=C(N1C)C=C1C(=C2)OC(C(O1)(F)F)(F)F 2-[5-(Ethylsulfonyl)-1-methyl-2-phenyl-1H-imidazol-4-yl]-6,6,7,7-tetrafluoro-1-methyl-6,7-dihydro-1H-[1,4]dioxino[2,3-f]benzimidazol